C(C=C)C(C(=O)[O-])(C(=O)[O-])CC(C)C allyl-isobutyl-malonate